N-(((R)-3-((2,4-dichlorobenzyl)amino)pyrrolidin-1-yl)sulfonyl)-2-((S)-2,2,4-trimethylpyrrolidin-1-yl)nicotinamide ClC1=C(CN[C@H]2CN(CC2)S(=O)(=O)NC(C2=C(N=CC=C2)N2C(C[C@@H](C2)C)(C)C)=O)C=CC(=C1)Cl